L-dopa tert-butyl ester CC(C)(C)OC(=O)[C@H](CC1=CC(=C(C=C1)O)O)N